N-(4-((4-(1-ethoxyethyl)-4-phenethyl-piperidin-1-yl)methyl)phenyl)acetamide HCl Cl.C(C)OC(C)C1(CCN(CC1)CC1=CC=C(C=C1)NC(C)=O)CCC1=CC=CC=C1